[Hf+4].C(C)[N-]C.C(C)[N-]C.C(C)[N-]C.C(C)[N-]C (ethylmethylamide) hafnium (IV)